(R)-(+)-citronellic acid C[C@H](CCC=C(C)C)CC(=O)O